BrC1=CC=C2C3(CNC(C2=C1)=O)CC3 7'-bromo-2',3'-dihydro-1'H-spiro[cyclopropane-1,4'-isoquinolin]-1'-one